C(C=C)OCC(CO)(CC)COCC=C 2,2-bis(allyloxymethyl)butan-1-ol